COC(C1=CC=2C=NC(=CC2N1C(=O)OC(C)(C)C)CO)OC tert-butyl 2-(dimethoxymethyl)-6-(hydroxymethyl)pyrrolo[3,2-c]pyridine-1-carboxylate